(R)-2-(6-Chloropyridazin-3-yl)-6-(4-(2-methoxyphenyl)piperidin-1-yl)-2-azaspiro[3.4]octane ClC1=CC=C(N=N1)N1CC2(C1)C[C@@H](CC2)N2CCC(CC2)C2=C(C=CC=C2)OC